N1=CC=CC2=CC(=CC=C12)C1=CC=C(N=N1)NC1[C@@H]2CN(C[C@H]12)CC1CCOCC1 (1r,5s,6s)-N-[6-(6-quinolinyl)pyridazin-3-yl]-3-(tetrahydropyran-4-ylmethyl)-3-azabicyclo[3.1.0]hexane-6-amine